triethylene glycol bis{3-(3-tert-butyl-5-methyl-4-hydroxyphenyl) propionate} C(C)(C)(C)C=1C=C(C=C(C1O)C)CCC(=O)OCCOCCOCCOC(CCC1=CC(=C(C(=C1)C)O)C(C)(C)C)=O